CC1=NC(=CC(=C1)C1=NC2=C(N1)C=C(C=C2C)C2CCN(CC2)C2CCN(CC2)CC(C)C)C 2-(2,6-dimethylpyridin-4-yl)-6-(1'-isobutyl-[1,4'-bipiperidin]-4-yl)-4-methyl-1H-benzo[d]imidazole